P(=O)(OCN1C(C=C(C=C1)NC(C1=C(C=CC(=C1)C(F)(F)F)OC1=C(C=CC=C1)OC(F)(F)F)=O)=O)(O)O (2-oxo-4-(2-(2-(trifluoromethoxy)phenoxy)-5-(trifluoromethyl)benzamido)pyridin-1(2H)-yl)methyl dihydrogen phosphate